Methyl 3-(1H-indazol-3-yl)-2-[[(2S)-2-[(4-methoxy-1H-indole-2-carbonyl)amino]-4-methyl-pentanoyl] amino]propanoate N1N=C(C2=CC=CC=C12)CC(C(=O)OC)NC([C@H](CC(C)C)NC(=O)C=1NC2=CC=CC(=C2C1)OC)=O